Cl.FC1=C(C=CC(=C1)CN1CCC(CC1)(C1=NC=CC=C1)CCC1=CC=CC=C1)NC(C)=O N-(2-fluoro-4-((4-phenethyl-4-(pyridin-2-yl)piperidin-1-yl)methyl)phenyl)acetamide HCl